(S)-3-amino-3-(2',4'-difluoro-5-methylbiphenyl-3-yl)propionic acid ethyl ester C(C)OC(C[C@@H](C=1C=C(C=C(C1)C)C1=C(C=C(C=C1)F)F)N)=O